N1=[N+](C=NN=C1)[O-] [1,2,4,5]tetrazine-2-oxide